1-(2-chlorobenzyl)-2-((2-chlorobenzyl)thio)-4-(3,4-dimethoxyphenyl)-6-oxo-1,6-dihydropyrimidine-5-carbonitrile ClC1=C(CN2C(=NC(=C(C2=O)C#N)C2=CC(=C(C=C2)OC)OC)SCC2=C(C=CC=C2)Cl)C=CC=C1